(1s,3s)-3-fluorocyclobutyl (1-cyclobutyl-3-(3,3-difluorocyclobutyl)-4-methyl-1H-pyrazol-5-yl)carbamate C1(CCC1)N1N=C(C(=C1NC(OC1CC(C1)F)=O)C)C1CC(C1)(F)F